6-bromo-3,4-methylenedioxybenzaldehyde BrC1=CC2=C(C=C1C=O)OCO2